COC1=CC=C(CN(C2=NC(=NN3C2=NC=C3C(O)C3=NC=CC(=C3)OC)OCCCC)CC3=CC=C(C=C3)OC)C=C1 (4-(bis(4-methoxybenzyl)amino)-2-butoxyimidazo[2,1-f][1,2,4]triazin-7-yl)(4-methoxypyridin-2-yl)methanol